OC(=O)C(F)(F)F.N1C(CC1)=O Azetidin-2-one TFA salt